C(#N)C=1C=NC=CC1C(=O)OC methyl 3-cyanopyridine-4-carboxylate